FC(C1=CC=CC=2N1N=C(C2)[C@@H]2N(CCC1=C2N=CN1)C1=NC=C(C=N1)C(F)(F)F)(F)F (R)-4-(7-(trifluoromethyl)pyrazolo[1,5-a]pyridin-2-yl)-5-(5-(trifluoromethyl)pyrimidin-2-yl)-4,5,6,7-tetrahydro-1H-imidazo[4,5-c]pyridine